N-({4-bromo-1H,3H-furo[3,4-c]quinolin-7-yl}methyl)-2-cyclopropyl-N-{2-[(4-methoxyphenyl)methyl]-3-oxo-2,3-dihydro-1H-isoindol-4-yl}pyrimidine-5-carboxamide BrC1=NC=2C=C(C=CC2C2=C1COC2)CN(C(=O)C=2C=NC(=NC2)C2CC2)C2=C1C(N(CC1=CC=C2)CC2=CC=C(C=C2)OC)=O